1-cyclopropyl-3-(4-(6-oxo-1,4,5,6-tetrahydropyridazin-3-yl)phenyl)guanidine C1(CC1)NC(=N)NC1=CC=C(C=C1)C1=NNC(CC1)=O